C(C1=CC=CC=C1)OC1=C(C=CC=C1)C=1C=CC(=[N+](C1)[O-])C(N[C@H]1CS(C=C1)(=O)=O)=O (R)-5-(2-(benzyloxy)phenyl)-2-((1,1-dioxido-2,3-dihydrothiophen-3-yl)carbamoyl)pyridine 1-oxide